3-[6-fluoro-5-[4-[4-[[4-[6-[5-(1-methylcyclopropoxy)-2H-indazol-3-yl]pyrimidin-4-yl]piperazin-1-yl]methyl]cyclohexoxy]-1-piperidyl]-1-oxo-isoindolin-2-yl]piperidine-2,6-dione FC1=C(C=C2CN(C(C2=C1)=O)C1C(NC(CC1)=O)=O)N1CCC(CC1)OC1CCC(CC1)CN1CCN(CC1)C1=NC=NC(=C1)C=1NN=C2C=CC(=CC12)OC1(CC1)C